7-((5-chloropyridin-2-yl)methyl)-1-(3-hydroxypropyl)-3-methyl-8-(o-tolyloxy)-1H-purine-2,6(3H,7H)-dione ClC=1C=CC(=NC1)CN1C(=NC=2N(C(N(C(C12)=O)CCCO)=O)C)OC1=C(C=CC=C1)C